1,2,4-oxathiazolidine-2,2-dioxide O1S(CNC1)(=O)=O